N-[(1R,2S)-2-fluorocyclopropyl]-6-{[3-(5-formylpyridin-2-yl)-2-methoxyphenyl]amino}-8-(methylamino)imidazo[1,2-b]pyridazine-3-carboxamide F[C@@H]1[C@@H](C1)NC(=O)C1=CN=C2N1N=C(C=C2NC)NC2=C(C(=CC=C2)C2=NC=C(C=C2)C=O)OC